(1aR,7bS)-5-({1-[(1-aminocyclopropyl)methyl]azetidin-3-yl}oxy)-2-hydroxy-1,1a,2,7b-tetrahydrocyclopropa[c][1,2]benzoxaborinine-4-carboxylic acid NC1(CC1)CN1CC(C1)OC1=C(C2=C([C@@H]3[C@H](B(O2)O)C3)C=C1)C(=O)O